O1CCOCCC1 1,4-dioxacycloheptane